C(C)(C)(C)N1[C@H](C[C@@H](C1)SC(C)=O)C (2S,4S)-1-tert-butyl-2-methyl-4-(acetylthio)pyrrolidine